ClC=1C=C(C=C2C(=C(C=NC12)C#N)N[C@H](C)C1=CC=CC=C1)N[C@H](C#C)C=1C(=NC=CC1)C 8-chloro-6-(((R)-1-(2-methylpyridin-3-yl)prop-2-yn-1-yl)amino)-4-(((R)-1-phenylethyl)amino)quinoline-3-carbonitrile